The molecule is dianion of N-acetyl-alpha-D-glucosamine 1-phosphate arising from deprotonation of the phosphate OH groups; major species at pH 7.3. It is a conjugate base of a N-acetyl-alpha-D-glucosamine 1-phosphate. CC(=O)N[C@@H]1[C@H]([C@@H]([C@H](O[C@@H]1OP(=O)([O-])[O-])CO)O)O